octyl 1-acetylpyrrolidine-2-carboxylate C(C)(=O)N1C(CCC1)C(=O)OCCCCCCCC